FC(C1=CC(=NC=2N1N=CC2CN)C2=CC(=C(C=C2)C)C)F 1-(7-difluoromethyl-5-(3,4-dimethylphenyl)pyrazolo[1,5-a]pyrimidin-3-yl)-N-methyl-amine